FC(C1=NN(C=N1)C1CC2(CN(C2)C(=O)N2CC3(C2)CC(C3)CC3=NNC(=N3)C(F)(F)F)C1)F [6-[3-(difluoromethyl)-1,2,4-triazol-1-yl]-2-azaspiro[3.3]heptan-2-yl]-[6-[[5-(trifluoromethyl)-1H-1,2,4-triazol-3-yl]methyl]-2-azaspiro[3.3]heptan-2-yl]methanone